tert-butyl 3-(4-chlorophenyl)-3-[[4-(trifluoromethoxy)phenyl]sulfonylamino]pyrrolidine-1-carboxylate ClC1=CC=C(C=C1)C1(CN(CC1)C(=O)OC(C)(C)C)NS(=O)(=O)C1=CC=C(C=C1)OC(F)(F)F